2,4-diamyl-6-p-methoxyphenyl-1,3,5-triazine C(CCCC)C1=NC(=NC(=N1)CCCCC)C1=CC=C(C=C1)OC